C(C)(C)(C)OC(=O)N[C@H](CC(C(=O)OC(C)(C)C)C)CC1=CC(=C(C=C1)O[Si](C)(C)C(C)(C)C)[N+](=O)[O-] tert-butyl (4R)-4-((tert-Butoxycarbonyl) amino)-5-(4-((tert-butyldimethylsilyl) oxy)-3-nitrophenyl)-2-methylpentanoate